(2'-Methylamino-1,1'-biphenyl-2-yl)palladium(II) CNC1=C(C=CC=C1)C1=C(C=CC=C1)[Pd+]